2-[3-(6-bromo-2-pyridyl)-7-methoxy-imidazo[1,2-a]pyridin-6-yl]propan-2-ol BrC1=CC=CC(=N1)C1=CN=C2N1C=C(C(=C2)OC)C(C)(C)O